6-tert-butylcatechol C(C)(C)(C)C=1C=CC=C(C1O)O